tert-butyl (2R,3S,4S)-4-((tert-butoxycarbonyl)oxy)-2-(4-(4-cyanothiophene-2-yl)benzyl)-3-(((4-nitrophenoxy)carbonyl)oxy)pyrrolidine-1-carboxylate C(C)(C)(C)OC(=O)O[C@@H]1[C@H]([C@H](N(C1)C(=O)OC(C)(C)C)CC1=CC=C(C=C1)C=1SC=C(C1)C#N)OC(=O)OC1=CC=C(C=C1)[N+](=O)[O-]